tert-butyl (2R)-2-(1-((tert-butyldimethylsilyl)oxy)ethyl)piperazine-1-carboxylate [Si](C)(C)(C(C)(C)C)OC(C)[C@@H]1N(CCNC1)C(=O)OC(C)(C)C